C1=NC(=C2C(=N1)N(C=N2)[C@H]3[C@@H]([C@@H]([C@H](O3)CO)O)O)NCO N6-hydroxymethyladenosine